C(C)(=O)C=1C(OC2=C(C1N1CCOCC1)C=CC(=C2)NC2=NC=C(C(=N2)C2=C(C=C(C=C2)F)OC)Cl)=O 3-acetyl-7-{[5-chloro-4-(4-fluoro-2-methoxyphenyl)pyrimidin-2-yl]amino}-4-morpholino-2H-benzopyran-2-one